tert-butyl (R)-2-(4-(2-bromoacetyl)-3-fluorophenyl)pyrrolidine-1-carboxylate BrCC(=O)C1=C(C=C(C=C1)[C@@H]1N(CCC1)C(=O)OC(C)(C)C)F